tert-butyl N-(6-cyclopropyl-5-methoxy-pyridazin-3-yl)carbamate C1(CC1)C1=C(C=C(N=N1)NC(OC(C)(C)C)=O)OC